N-(2-(2-(2-aminoethoxy)ethoxy)ethyl)pivaloyl-amide NCCOCCOCC[N-]C(C(C)(C)C)=O